1,3-bis(methoxycarbonyl)-2-thioisourea COC(=O)NC(S)=NC(=O)OC